henicosyl (S)-2-amino-3-(3,5-difluorophenyl)propanoate N[C@H](C(=O)OCCCCCCCCCCCCCCCCCCCCC)CC1=CC(=CC(=C1)F)F